5-{[(2,2-dimethylpropanoyl)amino]methyl}-2-(trifluoromethyl)-N-{1-[3-(trifluoromethyl)phenyl]-1H-indazole-4-yl}benzamide CC(C(=O)NCC=1C=CC(=C(C(=O)NC2=C3C=NN(C3=CC=C2)C2=CC(=CC=C2)C(F)(F)F)C1)C(F)(F)F)(C)C